C(#N)C1=CC=C(C=C1)N1CC(N(C2(CN(C2)C(=O)NC)C1=O)CC1=CC=C(C=C1)C(F)(F)F)=O 8-(4-cyanophenyl)-N-methyl-6,9-dioxo-5-(4-(trifluoromethyl)benzyl)-2,5,8-triazaspiro[3.5]nonane-2-carboxamide